C(CCC)P(CC1=CC=CC=C1)(CCCC)(CCCC)O tributyl-benzyl-phosphorus hydroxide